4-(9-benzyl-6-(1-methylcyclopropoxy)-9H-purin-8-yl)-3-chlorobenzamide C(C1=CC=CC=C1)N1C2=NC=NC(=C2N=C1C1=C(C=C(C(=O)N)C=C1)Cl)OC1(CC1)C